C(C)(C)(C)OC(=O)NCC1=CC=C(C=C1)C=1SC=C(N1)C(=O)N[C@@H](CO[Si](C)(C)C(C)(C)C)C(=O)N[C@@H](CO)C(=O)OC Methyl N-(2-(4-(((tert-butoxycarbonyl)amino)methyl)-phenyl)thiazole-4-carbonyl)-O-(tert-butyldimethylsilyl)-L-seryl-L-serinate